2-(3-aminophenyl)imidazoline NC=1C=C(C=CC1)C=1NCCN1